2-(3-Fluoropyridin-4-yl)-N-methyl-N-(Propan-2-yl)pyrido[3,4-d]Pyrimidin-4-amine FC=1C=NC=CC1C=1N=C(C2=C(N1)C=NC=C2)N(C(C)C)C